FC=1C=C(C=C(C1)F)[C@@H]1N(OCC1)C1=CC(=NC=N1)NC1=CC=C(C=2CCOC21)C=2C=NN(C2)C2CCN(CC2)C (R)-6-(3-(3,5-difluorophenyl)isoxazolidin-2-yl)-N-(4-(1-(1-methylpiperidin-4-yl)-1H-pyrazol-4-yl)-2,3-dihydrobenzofuran-7-yl)pyrimidin-4-amine